6-chloro-2-methylOxynicotinaldehyde ClC1=NC(=C(C=O)C=C1)OC